7-((2s,5r)-4-(1-(4-fluoro-2-(trifluoromethyl)phenyl)ethyl)-2,5-dimethylpiperazin-1-yl)-4-methyl-2,4-dihydro-5H-pyrazolo[4,3-b]Pyridin-5-one FC1=CC(=C(C=C1)C(C)N1C[C@@H](N(C[C@H]1C)C=1C=2C(N(C(C1)=O)C)=CNN2)C)C(F)(F)F